CC=1C2=C(SC1C#CC1=CC=C(C=C1)C1=CC=C(C=C1)CCC)C=CS2 3-methyl-2-{[4-(4-propylphenyl)phenyl]ethynyl}thieno[3,2-b]thiophene